FC1=C(CS(=O)(=NC2=CC=C(C=C2)C2=NOC(=N2)C(F)(F)F)C)C(=CC=C1)F (2,6-difluorobenzyl)(methyl)((4-(5-(trifluoromethyl)-1,2,4-oxadiazol-3-yl)phenyl)imino)-λ6-sulfanone